ClC=1C(=C(C#N)C=CC1)N1N=CC=2C=NC(=CC21)NC2=NC=NC(=C2)C(F)F 3-chloro-2-(6-((6-(difluoromethyl)pyrimidin-4-yl)amino)-1H-pyrazolo[4,3-c]pyridin-1-yl)benzonitrile